2-propenoic acid, potassium salt [K+].C(C=C)(=O)[O-]